3-(3,5-di(tert-butyl)-4-hydroxyphenyl)propionate C(C)(C)(C)C=1C=C(C=C(C1O)C(C)(C)C)CCC(=O)[O-]